1-(4-fluorophenyl)-1H-indol-5-amine FC1=CC=C(C=C1)N1C=CC2=CC(=CC=C12)N